C(C1=CC=CC=C1)(C1=CC=CC=C1)(C1=CC=CC=C1)N1N=NC(=C1)CN1C(=NC=C1)C(=O)O.NC1(C(CCCC1)=O)C1=CC(=CC=C1)OC(F)(F)F 2-amino-2-(3-(trifluoromethoxy)benzeneyl)cyclohexan-1-one (1-trityl-1H-1,2,3-triazol-4-yl)methyl-1H-imidazole-carboxylate